(E)-N-(8-(6-amino(trifluoromethyl)pyridin-3-yl)-1-(6-(2-cyanopropan-2-yl)pyridin-3-yl)-3-methyl-1H-imidazo[4,5-c]quinolin-2(3H)-ylidene)cyanamide NC1=CC=C(C(=N1)C(F)(F)F)C1=CC=2C3=C(C=NC2C=C1)N(/C(/N3C=3C=NC(=CC3)C(C)(C)C#N)=N\C#N)C